bis(4-pentylnonyl) 8,8'-((3-(pyrrolidin-1-yl)propanethioyl) azanediyl)dioctanoate N1(CCCC1)CCC(=S)N(CCCCCCCC(=O)OCCCC(CCCCC)CCCCC)CCCCCCCC(=O)OCCCC(CCCCC)CCCCC